C(C)N1C2=CC=CC=C2C=2C=C(C=CC12)CNC 1-(9-ethyl-9H-carbazol-3-yl)-N,N-dimethylamine